C1(CC1)C1=CC=2N(C(=C1)N1C(N(C(C1)=O)C)=O)N=C(C2)[C@H](C)NC2=CC(=NC=N2)NC(=O)[C@@H]2[C@H](C2)C2=NC=CC(=N2)C (1S,2S)-N-(6-(((S)-1-(5-cyclopropyl-7-(3-methyl-2,4-dioxoimidazolidin-1-yl)pyrazolo[1,5-a]pyridin-2-yl)ethyl)amino)pyrimidin-4-yl)-2-(4-methylpyrimidin-2-yl)cyclopropane-1-carboxamide